(1-cyclohexylindol-6-yl)methanesulfonamide C1(CCCCC1)N1C=CC2=CC=C(C=C12)CS(=O)(=O)N